N1(CCOCC1)S(=O)(=O)C=1C=C(NC=2C(=NC3=CC=CC=C3N2)NS(=O)(=O)C2=CC=CC=C2)C=CC1 N-[3-(3-morpholin-4-ylsulfonylanilino)quinoxalin-2-yl]benzenesulfonamide